FC1=C(C=C(C=C1)CC(=O)O)OC 2-(4-fluoro-3-methoxyphenyl)acetic acid